N-(3-acetylphenyl)acetamide tert-Butyl-6,7,10,11-tetrahydro-5H-pyridazino[3,4-c]pyrido[4',3':3,4]pyrazolo[1,5-a]azepine-12(13H)-carboxylate C(C)(C)(C)OC(=O)N1CC=2C(=NN3C2C2=C(CCC3)C=CN=N2)CC1.C(C)(=O)C=1C=C(C=CC1)NC(C)=O